[Na].N[C@@H](CCS)C(=O)O L-homocysteine monosodium